ClC1=C(C=2N=C(N=C(C2C=N1)N1CC(CCC1)(O)C)OC[C@@]12CCCN2[C@@H](CC1)COC)F 1-(7-chloro-8-fluoro-2-(((cis)-3-(methoxymethyl)tetrahydro-1H-pyrrolizin-7a(5H)-yl)methoxy)pyrido[4,3-d]pyrimidin-4-yl)-3-methylpiperidin-3-ol